4-phenyl-2-(((E)-(1,9-dimethyl-β-carbolin-3-yl)methylene)hydrazino)-2,3-dihydrothiazole C1(=CC=CC=C1)C=1NC(SC1)N/N=C/C=1N=C(C=2N(C3=CC=CC=C3C2C1)C)C